FC(OC=1C=C(C=CC1F)C=1C=C2C(=NC1)C=NN2CC=2N=NC(=CC2)C)F 6-[3-(Difluoromethoxy)-4-fluoro-phenyl]-1-[(6-methylpyridazin-3-yl)methyl]pyrazolo[4,3-b]pyridine